C1(CCCCC1)CCNC(=O)C1=NC=CC(=C1)NC1=C(C=C(C=C1)C(N=C1NCCCN1)=O)C1CC1 N-(2-cyclohexylethyl)-4-({2-cyclopropyl-4-[(1,3-diazinan-2-ylidene)carbamoyl]phenyl}amino)pyridine-2-carboxamide